6-(4-formyl-1H-pyrazol-1-yl)-2,4-dimethylpyridine-3-carbonitrile C(=O)C=1C=NN(C1)C1=CC(=C(C(=N1)C)C#N)C